FC(OC=1C(=CC2=CN(N=C2C1)C)N=C(C1=CC=CC=C1)C1=CC=CC=C1)F N-(6-(difluoromethoxy)-2-methyl-2H-indazol-5-yl)-1,1-diphenylmethanimine